C(C)(C)(C)OC(=O)N1CC2=CC=CC=C2C[C@H]1C=O (S)-3-formyl-3,4-dihydroisoquinoline-2(1H)-carboxylic acid tert-butyl ester